C(C=C)OC1=C(C=C(C(=C1)Cl)Cl)[C@H](N[S@@](=O)C(C)(C)C)C1CCNCC1 (S)-N-((R)-(2-(allyloxy)-4,5-dichlorophenyl)(piperidin-4-yl)methyl)-2-methylpropane-2-sulfinamide